ethyl 1-({8-methoxy-7-[3-(pyrrolidin-1-yl)propoxy]-1H,2H,3H-cyclopenta[c]quinolin-4-yl}amino)cyclopropan-1-carboxylate COC1=CC=2C3=C(C(=NC2C=C1OCCCN1CCCC1)NC1(CC1)C(=O)OCC)CCC3